5-(3-(4-(methoxymethyl)bicyclo[2.2.1]heptan-1-yl)propyl)-1-methyl-4,5,6,7-tetrahydro-1H-imidazo[4,5-c]pyridine-2-carboxamide COCC12CCC(CC1)(C2)CCCN2CC1=C(CC2)N(C(=N1)C(=O)N)C